4-Bromo-benzotrifluoride BrC1=CC=C(C=C1)C(F)(F)F